(2S,6R)-2,6-dimethylmorpholine C[C@H]1CNC[C@H](O1)C